COC1=C(C=CC(=C1)OC)C1OC(=C(C1=O)OC(C)=O)N 2-(2,4-dimethoxyphenyl)-4-(acetoxy)-5-amino-3(2H)-furanone